C(C)(C)(C)C=1C=C(C2=C(N=C(O2)CCCCCCCCCCCCCCC)C1)C(C)(C)C 5,7-di-tert-butyl-2-pentadecylbenzoxazole